CC12C(C(C(CC1)C2(C)C)=CC2=CC=CC=C2)=O 1,7,7-trimethyl-3-(phenylmethylene)bicyclo[2.2.1]heptan-2-one